C(C)C1(CN2CCC1CC2)NC(=O)NC(C)(C#CC2=CC=C(C=C2)COC)C 1-(3-Ethylquinuclidin-3-yl)-3-(4-(4-(methoxymethyl)phenyl)-2-methylbut-3-yn-2-yl)urea